N-((3R,4S)-4-fluoro-1-methylpyrrolidin-3-yl)-4-methoxy-5-(pyrazolo[1,5-a]pyridin-5-yl)pyrrolo[2,1-f][1,2,4]triazin-2-amine F[C@@H]1[C@@H](CN(C1)C)NC1=NN2C(C(=N1)OC)=C(C=C2)C2=CC=1N(C=C2)N=CC1